CCCCCCCCCCCCCCCCC=CC(=O)OC methyl nonadecenoate